ClC=1C(=C(CN2[C@@H](C[C@@](CC2)(C(=O)O)CC2=NC(=CC(=C2)F)NC2=NNC(=C2)C)C)C=CC1)F (2R,4R)-1-(3-chloro-2-fluorobenzyl)-4-((4-fluoro-6-((5-methyl-1H-pyrazol-3-yl)amino)-pyridin-2-yl)methyl)-2-methylpiperidine-4-carboxylic acid